C(#N)[C@]1(CC12CC2)C=2C=C1C=C(N=CC1=CC2)NC(=O)[C@@H]2[C@@H]([C@@H]2C=2C=NN(C2)C)C (1R,2R,3S)-N-(6-((S)-1-cyanospiro[2.2]pentan-1-yl)isoquinolin-3-yl)-2-methyl-3-(1-methyl-1H-pyrazol-4-yl)cyclopropane-1-carboxamide